6-tert-butyl-5-chloro-2-(4,4-difluorocyclohexyl)pyridine-3-carbonitrile C(C)(C)(C)C1=C(C=C(C(=N1)C1CCC(CC1)(F)F)C#N)Cl